ferrocenecinnamaldehyde (S)-methyl-(4-(4-((2-amino-2,4-dimethylpentyl)oxy)naphthalen-1-yl)pyridin-2-yl)carbamate CN(C(O)=O)C1=NC=CC(=C1)C1=CC=C(C2=CC=CC=C12)OC[C@@](CC(C)C)(C)N.[C-]1(C=CC=C1)C1=CC=CC=C1C=CC=O.[CH-]1C=CC=C1.[Fe+2]